N-((5-(3-(5-(Hydroxy(phenyl)methyl)-1H-imidazol-2-yl)phenoxy)-1H-indol-4-yl)methyl)acetamide OC(C1=CN=C(N1)C=1C=C(OC=2C(=C3C=CNC3=CC2)CNC(C)=O)C=CC1)C1=CC=CC=C1